N1N=NN=C1C1=CC=2C(=NOC2C=2C=C(OC3CCN(CC3)CCC3CCN(CC3)CCOCCC(=O)OC(C)(C)C)C=CC2)C=C1 tert-butyl 3-(2-(4-(2-(4-(3-(5-(1H-tetrazol-5-yl)benzo[c]isoxazol-3-yl)phenoxy)piperidin-1-yl)ethyl)piperidin-1-yl)ethoxy)propanoate